6-(4-Chlorophenyl)-N-[(2R)-3-hydroxy-3-methylbutan-2-yl]-3-oxo-2-(pyridin-3-yl)-2,3-dihydropyridazine-4-carboxamide ClC1=CC=C(C=C1)C=1C=C(C(N(N1)C=1C=NC=CC1)=O)C(=O)N[C@H](C)C(C)(C)O